C(#N)C=1C=CC2=C(NC(=N2)N2C[C@H]([C@H](CC2)F)NC(OC(C)(C)C)=O)C1 tert-butyl ((3R,4S)-1-(6-cyano-1H-benzo[d]imidazol-2-yl)-4-fluoropiperidin-3-yl)carbamate